N-((3-(7-chloro-3-isobutyl-2-methyl-1,1-dioxido-5-phenyl-2,3,4,5-tetrahydrobenzo[f][1,2,5]thiadiazepin-8-yl)phenyl)sulfonyl)acetamide ClC=1C(=CC2=C(N(CC(N(S2(=O)=O)C)CC(C)C)C2=CC=CC=C2)C1)C=1C=C(C=CC1)S(=O)(=O)NC(C)=O